C(C)(C)(C)OC(=O)N1C[C@@H](OCC1)CC1=C(N=C2N1C=CC(=C2)CO)C2=C(C=C(C=C2F)Br)F (S)-2-((2-(4-bromo-2,6-difluorophenyl)-7-(hydroxymethyl)imidazo[1,2-a]pyridin-3-yl)methyl)morpholine-4-carboxylic acid tert-butyl ester